ethyl-(2-vinyl-terephthalic acid) C(C)C=1C(=C(C(=O)O)C=CC1C(=O)O)C=C